FC1=CC=C(OCC(=O)NC(=O)C23CC(C2)(C3)C=3OC(=NN3)C3(CCC3)OC(F)(F)F)C=C1 2-(4-Fluorophenoxy)-N-[3-[5-[3-trans-(trifluoromethoxy)cyclobutyl]-1,3,4-oxadiazol-2-yl]-1-bicyclo[1.1.1]pentanoyl]acetamide